6-((3-(dimethylcarbamoyl)phenyl)amino)pyrazolo[1,5-c]pyrido[3,4-e]pyrimidine-9-carboxylic Acid CN(C(=O)C=1C=C(C=CC1)NC1=NC2=C(C=3N1N=C(C3)C(=O)O)C=NC=C2)C